ClCC1=NC(=CC=C1)F 2-(chloromethyl)-6-fluoro-pyridine